2-(5-(4-(aminomethyl)-1-oxo-1,2-dihydrophthalazin-6-yl)pyridin-3-yl)-5-methoxybenzonitrile NCC1=NNC(C2=CC=C(C=C12)C=1C=C(C=NC1)C1=C(C#N)C=C(C=C1)OC)=O